2-(Boc-amino)-3-[(S)-2-oxo-3-pyrrolidinyl]propionic acid methyl ester COC(C(C[C@H]1C(NCC1)=O)NC(=O)OC(C)(C)C)=O